FC=1C=C2C=NC(=NC2=CC1C1=C(C2=C(OCCN2)N=C1)C)NC1=CC=C(C=C1)C1(CCCC1)C(=O)NC 1-(4-{[6-fluoro-7-(8-methyl-2,3-dihydro-1H-pyrido[2,3-b][1,4]oxazin-7-yl)quinazolin-2-yl]amino}phenyl)-N-methylcyclopentane-1-carboxamide